methyl 4-amino-1-(6-aminopyridin-3-yl)-7-(difluoromethoxy)-2-oxo-1,2-dihydroquinoline-3-carboxylate NC1=C(C(N(C2=CC(=CC=C12)OC(F)F)C=1C=NC(=CC1)N)=O)C(=O)OC